1,3-DICHLORO-5-ISOCYANOBENZENE ClC1=CC(=CC(=C1)[N+]#[C-])Cl